CN([13C](C)=O)C N,N-dimethylacetamide-13C